Methyl ((2-(aminomethyl)benzyl)sulfonyl)glycylglycinate NCC1=C(CS(=O)(=O)NCC(=O)NCC(=O)OC)C=CC=C1